FC=1C=C(C=C(C1)F)C1=CC(=CC=C1)C[C@@H]1N(CC([C@@H]1NS(=O)(=O)C1CC1)(F)F)C(=O)C1OCC1 N-[(2S,3R)-2-[(3',5'-difluoro[1,1'-biphenyl]-3-yl)methyl]-4,4-difluoro-1-(oxetane-2-carbonyl)pyrrolidin-3-yl]cyclopropanesulfonamide